methyl 5-((6-(5-(((6-ethylpyrimidin-4-yl)oxy)methyl)-1-methyl-1H-1,2,3-triazol-4-yl)-2-methylpyridin-3-yl)oxy)octahydropentalene-1-carboxylate C(C)C1=CC(=NC=N1)OCC1=C(N=NN1C)C1=CC=C(C(=N1)C)OC1CC2CCC(C2C1)C(=O)OC